N-methyl-6-bromoisatoic anhydride CN1C=2C(C(=O)OC1=O)=C(C=CC2)Br